1-(p-toluenesulfonyl)pyrrole-3-sulfonyl chloride CC1=CC=C(C=C1)S(=O)(=O)N1C=C(C=C1)S(=O)(=O)Cl